CC(C)(C)OC(=O)N1C(=CC=2C1=CN=CC2)C2=CC=C(C=C2)C=2C=CC(=NC2)NCCOCCOCCOCCOCCOCCOC=2C=C(C(C(=O)O)=CC2)C(=O)O 4-[2-[2-[2-[2-[2-[2-[[5-[4-[1-[(2-methyl-propan-2-yl)oxycarbonyl]pyrrolo[2,3-c]pyridin-2-yl]phenyl]pyridin-2-yl]amino]ethoxy]-ethoxy]ethoxy]ethoxy]ethoxy]ethoxy]phthalic acid